OC[C@H](C1=CC=CC=C1)NC1=CC(=NC=C1C1=NC(=NO1)C)NC=1N=CC2=C(N1)C(N(C2=O)CCC)(C)C (S)-2-((4-((2-hydroxy-1-phenylethyl)amino)-5-(3-methyl-1,2,4-oxadiazol-5-yl)pyridin-2-yl)amino)-7,7-dimethyl-6-propyl-6,7-dihydro-5H-pyrrolo[3,4-d]pyrimidin-5-one